Cl.[Si](C1=CC=CC=C1)(C1=CC=CC=C1)(C(C)(C)C)OCCN(C(CN)C(F)(F)F)C N2-(2-((tert-butyldiphenylsilyl)oxy)ethyl)-3,3,3-trifluoro-N2-methylpropane-1,2-diamine HCl salt